6-(5-(1-methyl-1,2,3,6-tetrahydropyridin-4-yl)-1H-pyrrolo[2,3-b]pyridin-3-yl)-[1,2,4]triazolo[1,5-a]pyridine CN1CCC(=CC1)C=1C=C2C(=NC1)NC=C2C=2C=CC=1N(C2)N=CN1